COC(C1=CC(=C(C=C1)OC)COC1=CC(=CC=C1)COS(=O)(=O)C)=O 4-methoxy-3-((3-(methylsulfonyloxymethyl)phenoxy)methyl)benzoic acid methyl ester